ethyl 1-(3-bromopyrazolo[1,5-a]pyridin-5-yl)pyrazole-4-carboxylate BrC=1C=NN2C1C=C(C=C2)N2N=CC(=C2)C(=O)OCC